Dimethyl 2,3-bis([1,1'-biphenyl]-2-ylamino)fumarate C1(=C(C=CC=C1)N/C(/C(=O)OC)=C(\C(=O)OC)/NC1=C(C=CC=C1)C1=CC=CC=C1)C1=CC=CC=C1